C1(=CC=CC=C1)C1=NC(=NC2=CC=CC=C12)C=1C=C(C=CC1)B(O)O (3-(4-phenylquinazolin-2-yl)phenyl)boronic acid